5-(2-methoxyethyl)-1-[4-(trifluoromethoxy)phenyl]pyrazol COCCC1=CC=NN1C1=CC=C(C=C1)OC(F)(F)F